[2-(3,4-dihydroxyphenyl)-2-hydroxy-ethyl]ammonium chloride [Cl-].OC=1C=C(C=CC1O)C(C[NH3+])O